C(CCC)C1(C=C(CCO1)C)C 6-butyl-4,6-dimethyl-3,6-dihydro-2H-pyran